C(#N)C1=CC=C(C=C1)C1(CCN(CC1)C(=O)C=1C(=CC(=C(C1)C1=C(C(=O)N)C=CC(=N1)N(C)CCOC)CC)C)F (5-(4-(4-cyanophenyl)-4-fluoropiperidine-1-carbonyl)-2-ethyl-4-methylphenyl)-6-((2-methoxyethyl)(methyl)amino)nicotinamide